3-[5-phenyl-3-[4-(3-piperidyl)phenyl]imidazo[4,5-b]pyridin-2-yl]pyridin-2-amine C1(=CC=CC=C1)C1=CC=C2C(=N1)N(C(=N2)C=2C(=NC=CC2)N)C2=CC=C(C=C2)C2CNCCC2